4-(4-(1-(4-Fluorophenyl)azetidine-3-carbonyl)-3,4-dihydro-2H-pyrido[4,3-b][1,4]oxazin-8-yl)benzonitrile FC1=CC=C(C=C1)N1CC(C1)C(=O)N1C2=C(OCC1)C(=CN=C2)C2=CC=C(C#N)C=C2